4-(3-bromo-2-(2,3-dibromo-4,5-dimethoxybenzyl)-4,5-dimethoxyphenyl)butene-2-one BrC=1C(=C(C=C(C1OC)OC)C=CC(C)=O)CC1=C(C(=C(C(=C1)OC)OC)Br)Br